4-methyl-5-[3-methyl-7-[[6-(morpholine-4-carbonyl)pyridazin-3-yl]amino]imidazo[4,5-b]pyridin-5-yl]oxypyridine-2-carbonitrile CC1=CC(=NC=C1OC1=CC(=C2C(=N1)N(C=N2)C)NC=2N=NC(=CC2)C(=O)N2CCOCC2)C#N